ls-1-hydroxycyclohexyl phenyl ketone C1(=CC=CC=C1)C(=O)C1(CCCCC1)O